ClC1=CC=2N(N=C1)C=C(N2)[C@@H](NC(OC(C)(C)C)=O)C2CCC(CC2)(F)F tert-Butyl N-[(S)-(7-chloroimidazo[1,2-b]pyridazin-2-yl)-(4,4-difluorocyclohexyl)methyl]carbamate